4-methyl-N-octadecylpyridinium bromide [Br-].CC1=CC=[N+](C=C1)CCCCCCCCCCCCCCCCCC